5-(5-(3,5-dichloro-4-fluorophenyl)-5-(trifluoromethyl)-4,5-dihydroisoxazol-3-yl)-3-methyl-N-(2-(4-methylthiazol-5-yl)ethyl)-5,6-dihydro-4H-thieno[2,3-c]pyrrole-2-carboxamide ClC=1C=C(C=C(C1F)Cl)C1(CC(=NO1)N1CC2=C(C1)C(=C(S2)C(=O)NCCC2=C(N=CS2)C)C)C(F)(F)F